C(C1=CC=CC=C1)OC(N[C@H](C(=O)NN(C([C@H](F)Cl)=O)CCC(=O)N)CC1CCCCC1)=O Benzyl((S)-1-(2-(3-amino-3-oxo-propyl)-2-((R)-2-chloro-2-fluoroacetyl)hydrazinyl)-3-cyclohexyl-1-oxo-propan-2-yl)carbamate